FC(C(=O)O)(F)F.FC(C(=O)O)(F)F.N1N=C(C=C1)NC1=NC(=NC2=CC=C(C=C12)OC(F)(F)F)C=1C=C(OCC(=O)NC(C)(C)C)C=CC1 2-(3-(4-((1H-pyrazol-3-yl)amino)-6-(trifluoromethoxy)quinazolin-2-yl)-phenoxy)-N-(tert-butyl)acetamide bis-trifluoroacetic acid salt